O1COC2=C1C=CC(=C2)C=CC=CC(=O)N2CCN(CC2)C2=NC=C(C=N2)C 5-(benzo[d][1,3]dioxol-5-yl)-1-(4-(5-methylpyrimidin-2-yl)piperazin-1-yl)penta-2,4-dien-1-one